O=C1N(C(CC1)C(F)(F)F)CC(=O)N 2-(2-oxo-5-(trifluoromethyl)pyrrolidin-1-yl)acetamide